CC1=CC=2N(C(N=C(C2N=C1)NC)=O)C1=CC=CC=C1 7-methyl-4-(methylamino)-1-phenyl-pyrido[3,2-d]pyrimidin-2(1H)-one